C[C@]12CCC(=O)C=C1CC[C@@H]3[C@@H]2[C@H](C[C@]4([C@H]3CC[C@@]4([C@@H](CO)O)O)C)O The molecule is a 17alpha-hydroxy-C21-steroid that is cortisol in which the 20-oxo group has been reduced to a hydroxy group. It is a metabolite of cortisol identified in the urine of horses and humans, and its urinary excretion is increased in obesity. It has a role as a human urinary metabolite and a mammalian metabolite. It is a 21-hydroxy steroid, a 3-oxo-Delta(4) steroid, a 20-hydroxy steroid, an 11beta-hydroxy steroid and a 17alpha-hydroxy-C21-steroid. It derives from a cortisol.